6-chloro-2-(6-(pyrrolidin-1-yl)pyridin-3-yl)thiazolo[4,5-c]pyridine ClC1=CC2=C(C=N1)N=C(S2)C=2C=NC(=CC2)N2CCCC2